BrCCCCCCO[Si](C)(C)C(C)(C)C (6-bromohexyloxy)-t-butyldimethylsilane